5-(5-(6-methoxypyridin-3-yl)-1-propionyl-4,5-dihydro-1H-pyrazol-3-yl)-4-methylthieno[2,3-b]pyridin-6(7H)-one COC1=CC=C(C=N1)C1CC(=NN1C(CC)=O)C1=C(C2=C(NC1=O)SC=C2)C